1-methyl-1H-1,2,3-triazole-4-carbaldehyde CN1N=NC(=C1)C=O